tert-butyl (R)-3-(8-(4,4,5,5-tetramethyl-1,3,2-dioxaborolan-2-yl)-1,2,4a,5-tetrahydrobenzo[b]pyrazino[1,2-d][1,4]oxazine-3(4H)-yl)azetidine-1-carboxylate CC1(OB(OC1(C)C)C=1C=CC2=C(OC[C@@H]3N2CCN(C3)C3CN(C3)C(=O)OC(C)(C)C)C1)C